6-(2-(benzyloxy)-5-chloro-4-methoxyphenyl)-1-(1-hydroxy-3-methylbutan-2-yl)-4-oxo-1,4-dihydropyridine-3-carboxylic acid ethyl ester C(C)OC(=O)C1=CN(C(=CC1=O)C1=C(C=C(C(=C1)Cl)OC)OCC1=CC=CC=C1)C(CO)C(C)C